CCCCCCCCCC=CC=CC=CC=CC=CC=CC(=O)OC[C@H](COP(=O)(O)OCCN)OC(=O)C=CC=CC=CC=CC=CC=CCCCCCCCCC 1,2-didocosahexaenoyl-sn-glycero-3-phosphoethanolamine